CC(C)=CCC/C(C)=C/CC/C(C)=C/CC[C@]1(C)CCC2C=C(O)C(C)=C(C)C=2O1 gamma-tocotrienol